2-chloro-3-((2,3-dihydroimidazo[1,2-c]quinazolin-9-yl)oxy)aniline ClC1=C(N)C=CC=C1OC1=CC=2C=3N(C=NC2C=C1)CCN3